ethyl (S)-3-(3-(4-hydroxy-1-methyl-2-oxo-1,2-dihydropyridin-3-yl)ureido)-3-(4-(2-methylbenzyl) phenyl)propanoate OC1=C(C(N(C=C1)C)=O)NC(N[C@@H](CC(=O)OCC)C1=CC=C(C=C1)CC1=C(C=CC=C1)C)=O